N(=[N+]=[N-])CCOCCNC1=C2CN(C(C2=CC=C1)=O)C1C(NC(CC1)=O)=O 3-(4-((2-(2-azidoethoxy)ethyl)amino)-1-oxoisoindolin-2-yl)piperidine-2,6-dione